(benzyloxy)-5-chlorobenzaldehyde C(C1=CC=CC=C1)OC1=C(C=O)C=C(C=C1)Cl